Phenylen-bis-benzoxazinon C1(=C(C=CC=C1)C1C(NOC2=C1C=CC=C2)=O)C2C(NOC1=C2C=CC=C1)=O